C(CCCCCCCCCCCCCC)O pentdecanol